N-(3-((1S,3S)-3-(cyanomethyl)-1-(4-methyl-4H-1,2,4-triazol-3-yl)cyclobutyl)phenyl)-6-formylimidazo[1,2-a]pyridine-8-carboxamide C(#N)CC1CC(C1)(C1=NN=CN1C)C=1C=C(C=CC1)NC(=O)C=1C=2N(C=C(C1)C=O)C=CN2